(E)-3-[4-Hydroxy-3-(trifluoromethyl)phenyl]-1-(4-methylsulfanylphenyl)prop-2-en-1-one OC1=C(C=C(C=C1)/C=C/C(=O)C1=CC=C(C=C1)SC)C(F)(F)F